Cl.Cl.C(N)(=N)NN=C(C=NNC(N)=N)C Methylglyoxal bis(guanylhydrazone), dihydrochloride